(5-(benzo[c][1,2,5]thiadiazol-4-yl)thiophen-2-yl)methylamine hydroiodide I.N=1SN=C2C1C=CC=C2C2=CC=C(S2)CN